3-(5-chloro-1,3-thiazol-2-yl)-5-[(3S)-tetrahydrofuran-3-yloxy]-N-{(1R)-1-[6-(trifluoromethyl)pyridazin-3-yl]ethyl}benzamide ClC1=CN=C(S1)C=1C=C(C(=O)N[C@H](C)C=2N=NC(=CC2)C(F)(F)F)C=C(C1)O[C@@H]1COCC1